8-[(3-{8-bromo-3-[(trifluoromethyl)sulfanyl]indolizin-2-yl}prop-2-yn-1-yl)amino]-N-methylimidazo[1,2-a]pyridine-6-carboxamide BrC1=CC=CN2C(=C(C=C12)C#CCNC=1C=2N(C=C(C1)C(=O)NC)C=CN2)SC(F)(F)F